C(#N)C1=C2C(N(C(NC2=CC=C1)=O)CC(=O)N[C@H](C)C1=NC=C(C=N1)C#N)=O (R)-2-(5-cyano-2,4-dioxo-1,4-dihydroquinazolin-3(2H)-yl)-N-(1-(5-cyanopyrimidin-2-yl)ethyl)acetamide